(4-amino-3-sulfonylphenyl)-1-cyclopropyl-6-fluoro-8-methoxy-4-oxo-1,4-dihydroquinoline-3-carboxylic acid ethyl ester C(C)OC(=O)C1=C(N(C2=C(C=C(C=C2C1=O)F)OC)C1CC1)C=1CC(C(=CC1)N)=S(=O)=O